C(CCCCCCCCC(=O)O)(=O)O.C1(CCCC(N1)=O)=O glutarimide sebacate salt